2-(1H-imidazo[4,5-b]pyridin-2-yl)-1-(4-morpholyl)-ethanone N1C(=NC2=NC=CC=C21)CC(=O)N2CCOCC2